ditertbutyl-p-cresol piperazine-1-carboxylate N1(CCNCC1)C(=O)OC1=CC=C(C(=C1C(C)(C)C)C(C)(C)C)C